6-(2,2,2-trifluoroethoxy)-3,4-dihydronaphthalen-1(2H)-one FC(COC=1C=C2CCCC(C2=CC1)=O)(F)F